FC(COC=1C=C(C(=NC1)NCC=1SC(=CC1C(=O)OCC)C(C(F)(F)F)(F)F)S(=O)(=O)CC)(C)F ethyl 2-[[[5-(2,2-difluoropropoxy)-3-ethylsulfonyl-2-pyridyl]amino]methyl]-5-(1,1,2,2,2-pentafluoroethyl)thiophene-3-carboxylate